ClC=1C=CC(=C(CNC2=C(C=CC=C2)C2=C(C(=O)N)C=CC=N2)C1)OCCCCCCC {2-[(5-chloro-2-heptyloxybenzyl)amino]Phenyl}nicotinamide